N1(C=NC=C1)C=1N=C(C2=C(N1)COC2)C(=O)O 2-(imidazol-1-yl)-5H,7H-furo[3,4-d]pyrimidine-4-carboxylic acid